ClC1=C(C=CC=C1)[C@@H]1C[C@@H](C=2N1N=C(N2)[S@](=O)CC#N)F |&1:7,9| 2-[(R)-[rac-(5S,7S)-5-(2-Chlorophenyl)-7-fluoro-6,7-dihydro-5H-pyrrolo[1,2-b][1,2,4]triazol-2-yl]sulfinyl]acetonitril